C(CC)[Si](C(C(CC)(O[SiH](C)C)O[SiH](C)C)(O[SiH](C)C)O[SiH](C)C)(C)C propyl-tetra(dimethylsiloxy)dimethylbutylsilane